2-amino-5-(2-chloro-4-(2-(3,5-difluorophenyl)-2-hydroxyacetamido)phenyl)-N-(2,2,2-trifluoroethyl)nicotinamide ethyl-3-methyl-6H-thieno[2,3-b]pyrrole-5-carboxylate C(C)OC(=O)C1=CC2=C(N1)SC=C2C.NC2=C(C(=O)NCC(F)(F)F)C=C(C=N2)C2=C(C=C(C=C2)NC(C(O)C2=CC(=CC(=C2)F)F)=O)Cl